ClC=1C=C2C=CN(C2=C(C1)C1=C2C(=NC=C1)C=C(S2)CN2C(C(CCC2=O)(C)C)=O)CC2(CCNCC2)C#N 4-((5-Chloro-7-(2-((3,3-dimethyl-2,6-dioxopiperidin-1-yl)methyl)thieno[3,2-b]pyridin-7-yl)-1H-indol-1-yl)methyl)piperidine-4-carbonitrile